OC(C(=O)O)CN1C=NC=C1 2-hydroxy-3-(1H-imidazol-1-yl)propanoic acid